N-(1-(4-(2-(4-Aminoazepan-1-yl)ethyl)phenyl)-2-oxo-1,2-dihydropyrimidin-4-yl)-3-(aminomethyl)azetidine-1-carboxamide hydrochloride salt Cl.NC1CCN(CCC1)CCC1=CC=C(C=C1)N1C(N=C(C=C1)NC(=O)N1CC(C1)CN)=O